BrCC=1C=CC(=NC1)C#N 5-(bromomethyl)pyridinenitrile